IC=1C=NN(C1C)CC12CC3(CC(CC(C1)(C3)C)(C2)C)OCCN(C(OC(C)(C)C)=O)CCOC tert-butyl (2-((3-((4-iodo-5-methyl-1H-pyrazol-1-yl)methyl)-5,7-dimethyladamantan-1-yl)oxy)ethyl)(2-methoxyethyl)carbamate